S1C(=CC2=C1C1=C(S2)C=C(S1)C1=C(C(=O)C2=CC=CC=C2)C=CC=C1)C1=C(C(=O)C2=CC=CC=C2)C=CC=C1 dithieno[3,2-b:2',3'-d]thiophene-2,6-diylbis(benzophenone)